2-(((2R,6S)-2,6-Dimethylmorpholino)methyl)-6-fluorotetrahydro-1H-pyrrolizin C[C@H]1O[C@H](CN(C1)CC1CC2=CC(CN2C1)F)C